(E)-3-Chloro-4-((3,5-dichloropyridin-4-yl)diazenyl)-5-methoxyaniline ClC=1C=C(N)C=C(C1\N=N\C1=C(C=NC=C1Cl)Cl)OC